(3-(3-cyano-1-((5-mercapto-4-methyl-4H-1,2,4-triazol-3-yl)methyl)cyclobutyl)phenyl)carbamic acid tert-butyl ester C(C)(C)(C)OC(NC1=CC(=CC=C1)C1(CC(C1)C#N)CC1=NN=C(N1C)S)=O